5-(4-fluorophenyl)-3-(oxazol-2-yl)picolinonitrile FC1=CC=C(C=C1)C=1C=C(C(=NC1)C#N)C=1OC=CN1